(E)-3-(4-((diethylcarbamoyl)oxy)-3-methoxyphenyl)acrylic acid C(C)N(C(=O)OC1=C(C=C(C=C1)/C=C/C(=O)O)OC)CC